2'-aza-2'-O-methylcytidine CON1[C@@H](O[C@@H]([C@H]1O)CO)N1C(=O)N=C(N)C=C1